FC=1C=C(C=CC1)C1=CN(C2=CC(=CC=C12)C(=O)N1CCC(CC1)C1=NC2=C(N1C(C)C1=CC=CC=C1)C=CC=C2)C (3-(3-fluorophenyl)-1-methyl-1H-indol-6-yl)(4-(1-(1-phenylethyl)-1H-benzo[d]imidazol-2-yl)piperidin-1-yl)methanone